(1s,4s)-4-(8-(2,6-dichloro-4-cyanophenylamino)-2-(oxepan-4-ylamino)-9H-purin-9-yl)cyclohexanecarboxamide ClC1=C(C(=CC(=C1)C#N)Cl)NC=1N(C2=NC(=NC=C2N1)N[C@@H]1CCOCCC1)C1CCC(CC1)C(=O)N